CC=1C=NC=C(C1C=1C=NC(=CC1)N)C 3',5'-dimethyl-[3,4'-bipyridine]-6-amine